C(C)(C)(C)OC(=O)N1C2CN(CC1C2)C=2OC1=C(N2)C(=CC=C1C=1SC=CN1)OC(C(C)(C)O)(F)F 3-(4-(1,1-difluoro-2-hydroxy-2-methylpropoxy)-7-(thiazol-2-yl)benzo[d]oxazol-2-yl)-3,6-diazabicyclo[3.1.1]heptane-6-carboxylic acid tert-butyl ester